1-[2,4-bis(methoxymethoxy)phenyl]-2-propen-1-one COCOC1=C(C=CC(=C1)OCOC)C(C=C)=O